OC1(C2=CC=CC=C2C=2C=CC=CC12)C(=O)N[C@H](C(=O)N[C@@H](C[C@H]1C(NCC1)=O)C(C(=O)NC)=O)CC(C)C 9-Hydroxy-N-((S)-4-methyl-1-(((S)-4-(methylamino)-3,4-dioxo-1-((S)-2-oxopyrrolidin-3-yl)butan-2-yl)amino)-1-oxopentan-2-yl)-9H-fluorene-9-carboxamide